COCCC=1C=C(C=CC1CCOC)C1(CCC(CC1)N)N 1-(3,4-bis(2-methoxyethyl)phenyl)cyclohexane-1,4-diamine